2-((5aR,9aS)-6,7,9,9a-tetrahydro-1H-pyrano[3,4-b]pyrrolo[3',2':5,6]pyrido[3,2-e][1,4]oxazin-5(5aH)-yl)benzamide N1C=CC2=CC=3N([C@H]4[C@H](OC3N=C21)COCC4)C4=C(C(=O)N)C=CC=C4